CC1([C@@H]2CN[C@@H]([C@H]12)C(=O)OC)C methyl (1S,2S,5R)-6,6-dimethyl-3-azabicyclo[3.1.0]hexane-2-carboxylate